4-(5-(but-2-ynamido)cyclohex-1-en-1-yl)-3-chloro-5-fluoro-2-methyl-1H-indole-7-carboxamide C(C#CC)(=O)NC1CCC=C(C1)C1=C2C(=C(NC2=C(C=C1F)C(=O)N)C)Cl